(1S,2S)-N-[7-chloro-6-[4-((3S,4S)-4-hydroxy-3-methyl-tetrahydrofuran-3-yl)piperazin-1-yl]-3-isoquinolyl]-2-(2-isopropylpyrazol-3-yl)cyclopropanecarboxamide ClC1=C(C=C2C=C(N=CC2=C1)NC(=O)[C@@H]1[C@H](C1)C=1N(N=CC1)C(C)C)N1CCN(CC1)[C@]1(COC[C@H]1O)C